tert-butyl N-(2-{[(2R,8R)-2-(benzyloxy)-8-[(tert-butyldiphenylsilyl)oxy]-2-(trifluoromethyl)nonanehydrazido]carbonyl}-6-(methylsulfanyl)-5-(trifluoromethyl)pyridin-3-yl)carbamate C(C1=CC=CC=C1)O[C@@](C(=O)NNC(=O)C1=NC(=C(C=C1NC(OC(C)(C)C)=O)C(F)(F)F)SC)(CCCCC[C@@H](C)O[Si](C1=CC=CC=C1)(C1=CC=CC=C1)C(C)(C)C)C(F)(F)F